NC1=NC=C(C2=C1C(=NN2C2CNCC2)C#CC2=C(C(=CC(=C2F)OC)OC)F)C2CCC2 3-(4-amino-7-(cyclobutanyl)-3-((2,6-difluoro-3,5-dimethoxyphenyl)ethynyl)-1H-pyrazolo[4,3-c]pyridin-1-yl)pyrrolidin